1,3-Diphenylurea C1(=CC=CC=C1)NC(=O)NC1=CC=CC=C1